γ-amino-(R)-β-hydroxybutyric acid NC[C@@H](CC(=O)O)O